CC1=CC=C(C=C1)C1=CC(=C2C=CC3=C(C=C(C4=CC=C1C2=C34)C3=CC=C(C=C3)C)C3=CC=C(C=C3)C)C3=CC=C(C=C3)C 1,3,6,8-tetrakis(4-methylphenyl)pyrene